N1=C(C=CC=C1)OCC1=CC=C(CC2=NOC(=C2)C=2C(=NC=CC2)N)C=C1 3-(3-(4-((pyridin-2-yloxy)methyl)benzyl)isoxazol-5-yl)pyridin-2-amine